3-[1-(2,6-dioxo-3-piperidyl)-3-methyl-2-oxo-benzimidazol-4-yl]Cyclobutanecarboxaldehyde O=C1NC(CCC1N1C(N(C2=C1C=CC=C2C2CC(C2)C=O)C)=O)=O